Cl.C(C)(C)(C)OC(=O)NS(=O)(=O)[N+]1=CC=C(C=C1)N(C)C 1-(N-(tert-butoxycarbonyl)sulfamoyl)-4-(dimethylamino)pyridine-1-ium hydrochloride